N-(2-(N-(7-bromonaphth-1-yl)aminosulfonyl)-pyridin-4-yl)-2-oxo-2H-chromene-8-amide BrC1=CC=C2C=CC=C(C2=C1)NS(=O)(=O)C1=NC=CC(=C1)NC(=O)C=1C=CC=C2C=CC(OC12)=O